C[Si](CCOCN1C=CC2=CC=C(C=C12)C(=O)O)(C)C 1-{[2-(trimethylsilyl)ethoxy]Methyl}indole-6-carboxylic acid